5-methoxy-3,4-dibromo-2(5H)furanone COC1C(=C(C(O1)=O)Br)Br